C(C1=CC=C(C(=O)OCC2(COC2)C)C=C1)(=O)OC methyl ((3-methyloxetan-3-yl)methyl) terephthalate